chloro-N-(3-fluoro-5-((1-(trifluoromethyl)cyclopropyl)ethynyl)phenyl)-N-(2,2,2-trifluoroethyl)-[1,2,4]triazolo[4,3-a]quinazolin-5-amine ClC1=NN=C2N1C1=CC=CC=C1C(=N2)N(CC(F)(F)F)C2=CC(=CC(=C2)C#CC2(CC2)C(F)(F)F)F